2-(trifluoromethylthio)benzoic acid FC(SC1=C(C(=O)O)C=CC=C1)(F)F